S(=O)(=O)(O)C(C(=O)OCCCCC)CC(=O)OCCCCC diamyl sulfosuccinate